FC(S(=O)(=O)OC(C(F)(F)F)C=1C=NC(=CC1)Br)(F)F [1-(6-bromo-3-pyridyl)-2,2,2-trifluoro-ethyl] trifluoromethanesulfonate